(E)-3-(3-(3,5-Bis(trifluoromethyl)phenyl)-1H-1,2,4-triazol-1-yl)-2-(3,5-dimethyl-isoxazol-4-yl)acrylamide FC(C=1C=C(C=C(C1)C(F)(F)F)C1=NN(C=N1)/C=C(/C(=O)N)\C=1C(=NOC1C)C)(F)F